diphenyl-(p-cyclohexylphenyl)sulfonium C1(=CC=CC=C1)[S+](C1=CC=C(C=C1)C1CCCCC1)C1=CC=CC=C1